FC1=C(C(=C(C=C1)N1CCN(CC1)C(CN1N=C(C=2CCCCC12)C(=O)N1C(CC(CC1)O)(C)C)=O)C)C 1-(4-(4-fluoro-2,3-dimethylphenyl)piperazin-1-yl)-2-(3-(4-hydroxy-2,2-dimethylpiperidine-1-carbonyl)-4,5,6,7-tetrahydro-1H-indazol-1-yl)ethanone